O1COC2=C1C=CC=C2C=2OC1=C(C=C(C=C1C(C2)=O)C)C(C)NC2=C(C(=O)O)C=CC=C2 2-[1-[2-(1,3-Benzodioxol-4-yl)-6-methyl-4-oxo-chromen-8-yl]ethylamino]benzoic acid